C(C)(C)(CC(C)(C)C)SSC=1SC(=NN1)SSC(C)(C)CC(C)(C)C 2,5-di(t-octyl-dithio)-1,3,4-thiadiazole